cis-2,6-nonadienal C(\C=C/CCC=CCC)=O